(S)-N-[7-chloro-6-[4-((3R,4R)-4-fluoro-3-methyl-tetrahydrofuran-3-yl)piperazin-1-yl]-3-isoquinolinyl]spiro[2.2]pentane-2-carboxamide ClC1=C(C=C2C=C(N=CC2=C1)NC(=O)[C@H]1CC12CC2)N2CCN(CC2)[C@@]2(COC[C@@H]2F)C